3-((4-(2-(2-aminopyridin-3-yl)-5-phenyl-3H-imidazo[4,5-b]pyridin-3-yl)benzyl)carbamoyl)-2-hydroxybenzoic acid NC1=NC=CC=C1C1=NC=2C(=NC(=CC2)C2=CC=CC=C2)N1C1=CC=C(CNC(=O)C=2C(=C(C(=O)O)C=CC2)O)C=C1